3-(1-propenyl)-phenol C(=CC)C=1C=C(C=CC1)O